1-Propyl-3-butylpyrrolidinium methansulfonat CS(=O)(=O)[O-].C(CC)[NH+]1CC(CC1)CCCC